tert-butyl 2-(2-(6-bromo-8-methyl-[1,2,4]triazolo[1,5-a]pyridin-2-yl)ethyl)-1-oxo-2,9-diazaspiro[5.5]undecane-9-carboxylate BrC=1C=C(C=2N(C1)N=C(N2)CCN2C(C1(CCC2)CCN(CC1)C(=O)OC(C)(C)C)=O)C